dihydrotetratolylporphyrin C1(CC=CC=C1)(C)C1=C2C=CC(C(=C3C=CC(=C(C=4C=CC(=C(C5=CC=C1N5)C5(CC=CC=C5)C)N4)C4(CC=CC=C4)C)N3)C3(CC=CC=C3)C)=N2